(3aR,6aR)-hexahydro-1-[(1R)-1-phenylethyl]pyrrolo[3,4-b]pyrrol-6(1H)-one C1(=CC=CC=C1)[C@@H](C)N1[C@@H]2[C@H](CC1)CNC2=O